C(C)C(CN(CC(CCCC)CC)CN1N=CN=C1)CCCC N,N-bis(2-ethylhexyl)-[(1,2,4-triazole-1-yl)methyl]amine